ClC=1C=C(CCS(=O)(=O)O)C=CC1Cl.FC1=CC(=CC2=C1N=NN(C2=O)CC(=O)N[C@@H](C)C2=CC=C(C=C2)C)C (S)-2-(8-fluoro-6-methyl-4-oxo-benzo[d][1,2,3]triazin-3(4H)-yl)-N-(1-(p-tolyl)ethyl)acetamide 3,4-dichlorobenzylmethanesulfonate